N-dodecanoylglucosylsphingosine CCCCCCCCCCCCC/C=C/[C@H]([C@H](C(C1[C@@H]([C@H]([C@@H]([C@H](O1)CO)O)O)O)O)NC(=O)CCCCCCCCCCC)O